(3-bromopyrazin-2-yl)(4-(trifluoromethyl)phenyl)methanol BrC=1C(=NC=CN1)C(O)C1=CC=C(C=C1)C(F)(F)F